C(C)(=O)NC1(C([C@@H]2N(CCN(C2)C(=O)OCC2=CC=CC=C2)C1)CCCB1OC(C(O1)(C)C)(C)C)C(NC(C)(C)C)=O benzyl (8aS)-7-acetamido-7-(tert-butylcarbamoyl)-8-(3-(4,4,5,5-tetramethyl-1,3,2-dioxaborolan-2-yl)propyl)hexahydropyrrolo[1,2-a]pyrazine-2(1H)-carboxylate